N-Boc-tyrosine allyl ester C(C=C)OC([C@@H](NC(=O)OC(C)(C)C)CC1=CC=C(C=C1)O)=O